BrC1=C(C=CC(=C1)Cl)C(C(=O)O)(C)C 2-(2-bromo-4-chlorophenyl)-2-methylpropanoic acid